pregnanone CC([C@H]1CC[C@H]2[C@@H]3CCC4CCCC[C@]4(C)[C@H]3CC[C@]12C)=O